5-(2,6-dimethylhepta-1,5-dien-1-yl)-3,4,8,10-tetrahydroxy-11-(3-methylbut-2-en-1-yl)isochromeno[4,3-b]chromen-7(5H)-one CC(=CC1OC2=C(OC3=C(C(=CC(=C3C2=O)O)O)CC=C(C)C)C2=CC=C(C(=C12)O)O)CCC=C(C)C